2-Methoxy-N-methylpyridin-4-amine COC1=NC=CC(=C1)NC